Cl.ClCCCN(C)C 3-chloro-N,N-dimethylpropylamine hydrochloride